(R)-N-((S)-1-(((6-amino-2-methylpyridin-3-yl)methyl)amino)-1-oxopropan-2-yl)-2-(pentylamino)-4-phenylbutyramide NC1=CC=C(C(=N1)C)CNC([C@H](C)NC([C@@H](CCC1=CC=CC=C1)NCCCCC)=O)=O